2-(5-(4-cyanophenyl)furan-2-yl)-1H-imidazo[4,5-f][1,10]phenanthroline C(#N)C1=CC=C(C=C1)C1=CC=C(O1)C=1NC=2C(=C3C=CC=NC3=C3N=CC=CC23)N1